(5-{[2-(4-Bromophenyl)imidazo[1,2-a]pyridin-3-yl]methyl}-2,5-diazabicyclo[2.2.2]oct-2-yl)(6-methoxypyridin-2-yl)methanone BrC1=CC=C(C=C1)C=1N=C2N(C=CC=C2)C1CN1C2CN(C(C1)CC2)C(=O)C2=NC(=CC=C2)OC